FC(C=1C(=C(C=CC1)[C@@H](C)NC=1C2=C(N=C(N1)C)N=CC(=C2)C=2C=NN(C2)C2COC2)F)F (R)-N-(1-(3-(difluoromethyl)-2-fluorophenyl)ethyl)-2-methyl-6-(1-(oxetane-3-yl)-1H-pyrazol-4-yl)pyrido[2,3-d]pyrimidin-4-amine